9,10-bis-hexanoyloxy-octadecanoic acid dodecyl ester C(CCCCCCCCCCC)OC(CCCCCCCC(C(CCCCCCCC)OC(CCCCC)=O)OC(CCCCC)=O)=O